N-((1R,3S)-3-([1,2,4]triazolo[4,3-a]pyridin-3-yl)cyclohexyl)-5-ethynyl-4-(oxetan-3-yloxy)pyrimidin-2-amine N=1N=C(N2C1C=CC=C2)[C@@H]2C[C@@H](CCC2)NC2=NC=C(C(=N2)OC2COC2)C#C